BrC=1N=C(C(=NC1)N)C(F)(F)F 5-bromo-3-(trifluoromethyl)pyrazin-2-amine